ClC=1C=CC(=NC1)OC1=C(C=C(C=C1)NC(NC(=O)C1CCC(CC1)OC)=O)C 3-{4-[(5-chloropyridin-2-yl)oxy]-3-methylphenyl}-1-(4-methoxycyclohexanecarbonyl)urea